Rac-6-[4-[(4-Fluorophenyl)-(6-fluoro-2-pyridyl)methyl]piperidine-1-carbonyl]-4H-1,4-benzoxazin-3-one FC1=CC=C(C=C1)[C@@H](C1CCN(CC1)C(=O)C=1C=CC2=C(NC(CO2)=O)C1)C1=NC(=CC=C1)F |r|